O=C1[C@H](SCC[C@H](N1)CNC(=O)C=1SC=CN1)C1=CC(=CC=C1)OC1=CC=CC=C1 N-[[(2R,5S)-3-oxo-2-(3-phenoxyphenyl)-1,4-thiazepan-5-yl]methyl]thiazole-2-carboxamide